COC(=O)[C@H]1N(CC(C1)C1CCCCC1)S(=O)(=O)N1CCOCC1.FC(COC=1C=C(C=CC1F)CC(=O)C1=C(C=CC=C1)C(C)C)(C(C)(C)C)F 2-(3-(2,2-difluoro-3,3-dimethylbutoxy)-4-fluorophenyl)-1-(2-isopropylphenyl)ethan-1-one Methyl-(2S)-4-cyclohexyl-1-(morpholinosulfonyl)pyrrolidine-2-carboxylate